C(N)(=O)C=1C=C(C(=C2C(=C(NC12)C)C)C1=C2CCN(CC2=CC=C1)C(=O)OC(C)(C)C)F tert-Butyl (RS)-5-(7-carbamoyl-5-fluoro-2,3-dimethyl-1H-indol-4-yl)-3,4-dihydroisoquinoline-2(1H)-carboxylate